racemic-2-aminocyclohexanol NC1C(CCCC1)O